O-(4,5-dimethoxy-2-nitrobenzyl)L-serine COC1=CC(=C(COC[C@H](N)C(=O)O)C=C1OC)[N+](=O)[O-]